OC1(C2=CC=CC=C2C=2C=CC=CC12)C(=O)N[C@H](C(=O)N[C@@H](C[C@H]1C(NCC1)=O)C(CO)=O)CC(C)(C)C 9-hydroxy-N-((S)-1-(((S)-4-hydroxy-3-oxo-1-((S)-2-oxopyrrolidin-3-yl)butan-2-yl)amino)-4,4-dimethyl-1-oxopentan-2-yl)-9H-fluorene-9-carboxamide